Methyl 2,6-dichloropyrimidine-4-carboxylate ClC1=NC(=CC(=N1)C(=O)OC)Cl